5-(2,4-dimethoxyphenyl)-4-(4-fluorobenzoyl)-3-hydroxy-1-[2-(4-morpholinyl)ethyl]-1,5-dihydro-2H-pyrrol-2-one COC1=C(C=CC(=C1)OC)C1C(=C(C(N1CCN1CCOCC1)=O)O)C(C1=CC=C(C=C1)F)=O